trans-2-(4-chloro-2-methoxyphenoxy)-N-(4-(2-(4-chlorophenoxy)acetamido)cyclohexyl)acetamide ClC1=CC(=C(OCC(=O)N[C@@H]2CC[C@H](CC2)NC(COC2=CC=C(C=C2)Cl)=O)C=C1)OC